C1(CCCCC1)COC1=C(C(=O)N2CC3=CC=CC(=C3C2)NC(\C=C\CN2CCCC2)=O)C(=CC(=C1C)O)O (E)-N-(2-(2-(Cyclohexylmethoxy)-4,6-dihydroxy-3-methylbenzoyl)isoindolin-4-yl)-4-(pyrrolidin-1-yl)but-2-enamide